Dimethyl({5H,6H,7H,8H-thieno[3,2-b]oxepin-8-yl}methyl)amine hydrochloride Cl.CN(CC1C2=C(OCCC1)C=CS2)C